1-cyclopentyl-4-((6-(3-fluorophenyl)pyridazin-3-yl)methyl)piperazine-2,3-dione C1(CCCC1)N1C(C(N(CC1)CC=1N=NC(=CC1)C1=CC(=CC=C1)F)=O)=O